C(C)(C)N(C(C)C)C1=CC=C(CN)C=C1 4-(N,N-diisopropylamino)benzylamine